2-methylpent-4-enamide CC(C(=O)N)CC=C